(rac)-5-[5',6'-dihydrospiro[pyrrolidine-3,4'-pyrrolo[1,2-b]pyrazol]-2'-yl]-1'-methyl-1',2',3',6'-tetrahydro[3,4'-bipyridin]-2-amine-hydrochloride salt Cl.N=1N2C(=CC1C=1C=C(C(=NC1)N)C=1CCN(CC1)C)[C@]1(CC2)CNCC1 |r|